(diphenylpyridinyl)(triphenyleneyl)benzene C1(=CC=CC=C1)C1=C(C(=NC=C1)C1=C(C=CC=C1)C1=CC=CC=2C3=CC=CC=C3C3=CC=CC=C3C12)C1=CC=CC=C1